(2-(5'-fluoro-1'-methyl-3-(4-(methylcarbamoyl)piperidin-1-yl)-1H,1'H-[4,6'-biindazol]-1-yl)acetyl)glycylglycine FC=1C=C2C=NN(C2=CC1C=1C=2C(=NN(C2C=CC1)CC(=O)NCC(=O)NCC(=O)O)N1CCC(CC1)C(NC)=O)C